N-methyl-ethylamine CNCC